S(=O)(=O)(ON1[C@@H]2CC[C@H](N(C1=O)C2)C(NCC=2C=NC=CC2)=N)[O-].[Na+] Sodium (2S,5R)-7-oxo-2-(N-(pyridin-3-ylmethyl) carbamimidoyl)-1,6-diazabicyclo[3.2.1]octan-6-yl sulfate